isopropyl (Z)-5-(4-chlorophenyl)-7-methyl-3-oxo-2-(4-(2-oxo-2-((trifluoromethyl)sulfonamido)ethoxy)benzylidene)-2,3-dihydro-5H-thiazolo[3,2-a]pyrimidine-6-carboxylate ClC1=CC=C(C=C1)C1C(=C(N=C2N1C(/C(/S2)=C/C2=CC=C(C=C2)OCC(NS(=O)(=O)C(F)(F)F)=O)=O)C)C(=O)OC(C)C